[N+](=O)([O-])C(CC(=O)O)CCCCCCCCCCCCCCC(=O)O 3-nitro-octadecanedioic acid